4-methyl-11-(prop-2-yl)-11-azatricyclo[6.2.1.02,7]Undec-2,4,6,9-tetraene hydrochloride Cl.CC=1C=C2C3C=CC(C2=CC1)N3C(C)C